tert-butyl ((1r,4r)-4-((4-(1-(4-fluoro-2-(isopropyl(methyl)carbamoyl)phenyl)-1H-pyrrolo[2,3-c]pyridin-3-yl)piperidin-1-yl)methyl)cyclohexyl)carbamate FC1=CC(=C(C=C1)N1C=C(C=2C1=CN=CC2)C2CCN(CC2)CC2CCC(CC2)NC(OC(C)(C)C)=O)C(N(C)C(C)C)=O